C(\C=C(/C)\CCC=C(C)C)OC(CCCCC)S geranyloxyhexanethiol